[Br-].O=C(C(C1=CC=CC=C1)[N+]1=C(C=CC=C1)C1=NC=CC=C1)C1=CC=CC=C1 1-(2-oxo-1,2-diphenylethyl)-[2,2'-bipyridin]-1-ium bromide